[Cl-].[Cl-].FC(C=1C=C(C=CC1)C(=[Zr+2](C1=C(C(=CC=2C3=CC(=C(C=C3CC12)C1=CC=CC=C1)C(C)(C)C)C(C)(C)C)C1=CC=CC=C1)C1C=CC=C1)C1=CC(=CC=C1)C(F)(F)F)(F)F Bis(m-trifluoromethylphenyl)methylene(cyclopentadienyl)(2,7-diphenyl-3,6-di-t-butylfluorenyl)zirconium dichloride